C(C)(C)N1N=CC(=C1)C=1C=C(C=CC1)N(C(=O)[C@@H]1CC[C@H](CC1)NC(OC1COC1)=O)C[C@@H]1CC[C@H](CC1)C1=CC(=C(C=C1)OC)C Oxetan-3-yl (trans-4-((3-(1-isopropyl-1H-pyrazol-4-yl)phenyl)((trans-4-(4-methoxy-3-methylphenyl)cyclohexyl)methyl)carbamoyl) cyclohexyl)carbamate